O=C1NC(CCC1N1C(C2=CC=CC(=C2C1=O)N(C1=CC=C(CN(CCN(C(OC(C)(C)C)=O)C)C)C=C1)C)=O)=O tertButyl (2-((4-((2-(2,6-dioxopiperidin-3-yl)1,3-dioxoisoindolin-4-yl)(methyl)amino) benzyl)(methyl)amino)ethyl)(methyl)carbamate